CC1(C(N(C(N1CC1=C2C(=NC=C1)NC(=C2)C2=CC=CC=C2)=O)C2=CC=C(C=C2)C2(CC2)C(F)(F)F)=O)C 5,5-dimethyl-1-((2-phenyl-1H-pyrrolo[2,3-b]pyridin-4-yl)methyl)-3-(4-(1-(trifluoromethyl)cyclopropyl)phenyl)imidazolidine-2,4-dione